2-(benzyloxy)propane-1,3-diyl bis(4-methylbenzene-sulfonate) CC1=CC=C(C=C1)S(=O)(=O)OCC(COS(=O)(=O)C1=CC=C(C=C1)C)OCC1=CC=CC=C1